3-bromo-4-[2-(4-fluorophenyl)ethyl]-6-methyl-1-(pyridin-3-ylmethyl)pyridin-2(1H)-one BrC=1C(N(C(=CC1CCC1=CC=C(C=C1)F)C)CC=1C=NC=CC1)=O